1-((3S,4R)-4-(3,4-difluorophenyl)-1-(2-methoxyethyl)pyrrolidin-3-yl)-3-(4-methyl-1-phenyl-3-(pyridin-4-yl)-1H-pyrazol-5-yl)urea FC=1C=C(C=CC1F)[C@H]1[C@@H](CN(C1)CCOC)NC(=O)NC1=C(C(=NN1C1=CC=CC=C1)C1=CC=NC=C1)C